COC(C1=C(C=C(C(=C1)F)C1=CC=CC=2CN(COC21)C(C2=C(C=C(C=C2Cl)N2CC(NC(C2)C)C)Cl)=O)N2C1COCC2CC1)=O 4-[3-[2,6-Dichloro-4-(3,5-dimethylpiperazin-1-yl)benzoyl]-2,4-dihydro-1,3-benzoxazin-8-yl]-5-fluoro-2-(3-oxa-8-azabicyclo[3.2.1]oct-8-yl)benzoic acid methyl ester